4-methyl-2,2'-bipyridyl-4'-butyramide ruthenium (II) [Ru+2].CC1=CC(=NC=C1)C1=NC=CC(=C1)CCCC(=O)N